NC1=NC=C(C2=C1C(=NN2[C@@H]2CN(CC2)C(C=C)=O)C#CC2=C(C(=CC(=C2)OC)OC)F)C2=NN(C=C2)C (S)-1-(3-(4-amino-3-((2-fluoro-3,5-dimethoxyphenyl)ethynyl)-7-(1-methyl-1H-pyrazol-3-yl)-1H-pyrazolo[4,3-c]pyridin-1-yl)pyrrolidin-1-yl)prop-2-en-1-one